FC=1C(=CC(=C(C1)C=1N=C2C(=NC1)NC(CN2C[C@@H]2CC[C@@H](CC2)O)=O)C)C2=NNC=N2 6-(5-fluoro-2-methyl-4-(1H-1,2,4-triazol-3-yl)phenyl)-4-((cis-4-hydroxycyclohexyl)methyl)-3,4-dihydropyrazino[2,3-b]pyrazin-2(1H)-one